palladium diacetate palladium [Pd+2].C(C)(=O)[O-].C(C)(=O)[O-].[Pd+2]